2-(1H-pyrazol-4-yl)-6-(tetrahydro-2H-pyran-4-yl)-4,5,7,8-tetrahydro-3-oxa-1-thia-5a,8-diazabenzo[cd]azulen-9(6H)-one N1N=CC(=C1)C=1SC=2C(NCC(N3C2C1OCC3)C3CCOCC3)=O